N-hydroxy-6-oxo-6-(1,3,4,5-tetrahydro-2H-pyrido[4,3-b]indol-2-yl)hexanamide ONC(CCCCC(N1CC2=C(NC=3C=CC=CC23)CC1)=O)=O